2-(2-Methoxy-ethoxy)-1-propyl-8-[1-(3-trifluoromethyl-benzyl)-1H-pyrazol-4-yl]-1,7-dihydro-purin-6-one COCCOC=1N(C(C=2NC(=NC2N1)C=1C=NN(C1)CC1=CC(=CC=C1)C(F)(F)F)=O)CCC